5-(2-methyldecahydronaphthalen-2-yloxycarbonyl)-7-oxo-bicyclo[2.2.1]Hept-2-ene CC1(CC2CCCCC2CC1)OC(=O)C1C2C=CC(C1)C2=O